C1(CC1)N(C=1N=CC(=NC1)C1=C(C=C(C(=C1)F)C1=NC=NC(=C1)OC)O)[C@H]1[C@H]([C@@H]2CCC(C1)N2)F 2-(5-{cyclopropyl[(1S,2S,3R)-2-fluoro-8-azabicyclo[3.2.1]octan-3-yl]amino}pyrazin-2-yl)-4-fluoro-5-(6-methoxypyrimidin-4-yl)phenol